C(N)(OCC=1N(C2=CC=C(C=C2C1C=NOC)F)C1CCN(CC1)C1CCC(CC1)=C(C)C)=O (5-fluoro-3-((methoxyimino)methyl)-1-(1-(4-(propan-2-ylidene)cyclohexyl)piperidin-4-yl)-1H-indol-2-yl)methyl carbamate